(RS)-benzyl pyrrolidin-3-ylcarbamate N1C[C@@H](CC1)NC(OCC1=CC=CC=C1)=O |r|